FC1=CC2=C(N(C(OC2=O)=O)C)C=C1 6-fluoro-1-methyl-1H-benzo[d][1,3]oxazine-2,4-dione